1-[3-(1-hydroxyethyl)-6-[5-(pyridazin-3-ylamino)benzimidazol-1-yl]-2-pyridinyl]-5-methyl-pyrazole-3-carbonitrile OC(C)C=1C(=NC(=CC1)N1C=NC2=C1C=CC(=C2)NC=2N=NC=CC2)N2N=C(C=C2C)C#N